methyl 7-amino-3-(4-methyl-6-propionylpyridin-3-yl)-1,6-naphthyridine-2-carboxylate NC1=NC=C2C=C(C(=NC2=C1)C(=O)OC)C=1C=NC(=CC1C)C(CC)=O